NC=1N=CC2=C(CN2)N1 4-amino-pyrimidoazetidine